C(CC)(=S)OC(C)C isopropyl thiopropionate